C1(=CC(=CC=2CCCCC12)N)N 5,6,7,8-tetrahydronaphthalene-1,3-diamine